FC(N1N=C(C=C1)C1=NC(=CC=C1[N+](=O)[O-])C1=CC=C(C=C1)F)F 2-(1-(difluoromethyl)-1H-pyrazol-3-yl)-6-(4-fluorophenyl)-3-nitropyridine